(4R,5R)-4-(5-((2-chlorophenyl)ethynyl)-3-pyridinyl)-5-(3-fluorophenyl)-1,3-oxazolidin-2-one ClC1=C(C=CC=C1)C#CC=1C=C(C=NC1)[C@H]1NC(O[C@@H]1C1=CC(=CC=C1)F)=O